2-((5-(5,6-dimethylpyrimidin-4-yl)-2,5-diazabicyclo[2.2.1]heptan-2-yl)methyl)-6-fluorobenzo[d]oxazole CC=1C(=NC=NC1C)N1C2CN(C(C1)C2)CC=2OC1=C(N2)C=CC(=C1)F